C(C1=CC=CC=C1)N([C@H]1C[C@@H](N(CC1)C(=O)OC(C)(C)C)C(=O)OC)C |r| (±)-1-(tert-butyl) 2-methyl (trans)-4-(benzyl(methyl)amino)piperidine-1,2-dicarboxylate